C(C)OC(=O)C1(CCCCC1)C1=NC(=CN=C1)Cl 1-(6-Chloropyrazin-2-yl)cyclohexane-1-carboxylic acid ethyl ester